ClC=1N=CC2=C(N1)N(CC21CC1)C1=CC(=CC=C1)OC1=CC=CC=C1 2-chloro-7-(3-phenoxyphenyl)spiro[6H-pyrrolo[2,3-d]pyrimidine-5,1'-cyclopropane]